phosphorus (orthophosphate) P(=O)([O-])([O-])[O-].[P+3]